naphthyridin-6(2H)-one N=1CC=CC2=CC(C=NC12)=O